FC1(CC=C(CC1)C=1C=CC=C2C=C(C=NC12)C(=O)N[C@@H](C)C=1OC=CN1)F (S)-8-(4,4-difluorocyclohex-1-en-1-yl)-N-(1-(oxazol-2-yl)ethyl)quinoline-3-carboxamide